5-(imidazo[1,2-a]pyrimidin-3-ylethynyl)-N-(4-((4-methylpiperazin-1-yl)methyl)-3-(trifluoromethyl)phenyl)nicotinamide N=1C=C(N2C1N=CC=C2)C#CC=2C=NC=C(C(=O)NC1=CC(=C(C=C1)CN1CCN(CC1)C)C(F)(F)F)C2